methyl 3-(3-(2-(5-(2-fluoro-5-((6-fluoro-4-vinyl-1H-indol-5-yl)oxy)phenyl)-1-methyl-1H-1,2,4-triazol-3-yl)-7-((2-methoxy-2-oxoethyl)sulfonyl)-6,6-dimethylheptan-2-yl)phenyl)propanoate FC1=C(C=C(C=C1)OC=1C(=C2C=CNC2=CC1F)C=C)C1=NC(=NN1C)C(C)(CCCC(CS(=O)(=O)CC(=O)OC)(C)C)C=1C=C(C=CC1)CCC(=O)OC